ClC=1C=C(C=C(C1OCC(C)(C)O)Cl)C=1C(CC(NN1)=O)C 6-[3,5-dichloro-4-(2-hydroxy-2-methylpropoxy)phenyl]-5-methyl-4,5-dihydro-2H-pyridazin-3-one